3-(4-{[3-(difluoromethoxy)-1H-pyrazolo[3,4-b]pyridin-5-yl]oxy}phenyl)-1-[5-(trifluoromethyl)-3-pyridinyl]-2,4-imidazolidinedione FC(OC1=NNC2=NC=C(C=C21)OC2=CC=C(C=C2)N2C(N(CC2=O)C=2C=NC=C(C2)C(F)(F)F)=O)F